NCCOCCOCCC(=O)NC1=C(C(=O)NC=2SC(=C(N2)C)C)C=C(C=C1)F 2-(3-(2-(2-aminoethoxy)ethoxy)propanamido)-N-(4,5-dimethylthiazol-2-yl)-5-fluorobenzamide